CN(C)C(CSC(=O)N)CSC(=O)N.Cl 1,3-bis(carbamoylthio)-2-(N,N-dimethylamino)propane hydrochloride